C(C)(C)(C)OC(NCCN1C(=NC(=C1C=O)Cl)C)=O (2-(4-Chloro-5-formyl-2-methyl-1H-imidazol-1-yl)ethyl)carbamic acid tert-butyl ester